1-(((4S,6S)-9-(5-(2-hydroxy-prop-2-yl)pyrazin-2-yl)-8-oxo-7-oxa-9-azadispiro[2.2.46.23]dodecane-4-yl)methyl)-1H-benzo[d]imidazole-6-carbonitrile OC(C)(C)C=1N=CC(=NC1)N1C(O[C@@]2(C[C@@H](C3(CC3)CC2)CN2C=NC3=C2C=C(C=C3)C#N)C1)=O